[Si](C)(C)(C(C)(C)C)OCC1CCC(CC1)SCC1=NC2=CC(=CC=C2C(N1COCC[Si](C)(C)C)=O)NC1=CC=CC=C1 2-(((4-(((tert-Butyldimethylsilyl)oxy)methyl)cyclohexyl)thio)methyl)-7-(phenylamino)-3-((2-(trimethylsilyl)ethoxy)methyl)quinazolin-4(3H)-one